COC([C@@H](CO)NC(C1=CC=CC=C1)(C1=CC=CC=C1)C1=CC=CC=C1)=O (2R)-3-hydroxy-2-(tritylamino)propionic acid methyl ester